COC1(CC1)C(=O)O 1-methoxycyclopropane-1-carboxylic acid